3-(5-fluoro-6-methyl-1-oxoisoindolin-2-yl)piperidine-2,6-dione FC=1C=C2CN(C(C2=CC1C)=O)C1C(NC(CC1)=O)=O